3-(1-methyl-1H-pyrazol-4-yl)-N-(1-phenyl-4-(6-(piperidin-1-yl)hexyl)-1H-imidazol-2-yl)benzamide CN1N=CC(=C1)C=1C=C(C(=O)NC=2N(C=C(N2)CCCCCCN2CCCCC2)C2=CC=CC=C2)C=CC1